[5-chloro-4-(3-chlorobenzoyl)-2-thienyl]methanone ClC1=C(C=C(S1)C=O)C(C1=CC(=CC=C1)Cl)=O